Methyl 6-fluoro-1-tosyl-1H-indole-4-carboxylate FC=1C=C(C=2C=CN(C2C1)S(=O)(=O)C1=CC=C(C)C=C1)C(=O)OC